Benzothiazolol C1=CC=C2C(=C1)NC(=O)S2